ethyl (Z)-5-(4-chlorophenyl)-2-(4-(2-(4-ethylpiperazin-1-yl)-2-oxoethoxy)benzylidene)-7-methyl-3-oxo-2,3-dihydro-5H-thiazolo[3,2-a]pyrimidine-6-carboxylate ClC1=CC=C(C=C1)C1C(=C(N=C2N1C(/C(/S2)=C/C2=CC=C(C=C2)OCC(=O)N2CCN(CC2)CC)=O)C)C(=O)OCC